1-propenyl-tris(n-propoxy)tin C(=CC)[Sn](OCCC)(OCCC)OCCC